7-chloro-3-(2-chloro-4-(difluoromethyl)thiophen-3-yl)-1-(5-methoxypyridin-2-yl)-3,4-dihydropyrimido[4,5-d]pyrimidin-2(1H)-one ClC1=NC=C2C(=N1)N(C(N(C2)C2=C(SC=C2C(F)F)Cl)=O)C2=NC=C(C=C2)OC